FC(C1=CC=C(C=C1)N1CCC(CC1)C(=O)O)(F)F 1-[4-(trifluoromethyl)phenyl]piperidine-4-carboxylic acid